COC1=CC(=CC=2N1C(=CN2)C)C(=O)N 5-methoxy-3-methylimidazo[1,2-a]pyridine-7-carboxamide